(s)-1,3-diethyl-8-(3-(fluoromethoxy)-4-methoxystyryl)-3,7-dihydro-1H-purine-2,6-dione C(C)N1C(N(C=2N=C(NC2C1=O)C=CC1=CC(=C(C=C1)OC)OCF)CC)=O